(S)-2-(3,5-dimethylphenyl)pyrrolidine-tartrate salt C(=O)(O)C(O)C(O)C(=O)O.CC=1C=C(C=C(C1)C)[C@H]1NCCC1